(2R,5S)-5-[2-(4-chloro-3-fluoro-phenoxy)acetamido]-N-(3-chloro-phenyl)piperidine-2-carboxamide ClC1=C(C=C(OCC(=O)N[C@H]2CC[C@@H](NC2)C(=O)NC2=CC(=CC=C2)Cl)C=C1)F